N4-(4-(dimethylamino)-3-(hex-5-yn-1-yloxy)phenyl)-N4'-(4-(dimethylamino)-3-fluorophenyl)-[1,1'-biphenyl]-4,4'-dicarboxamide CN(C1=C(C=C(C=C1)NC(=O)C1=CC=C(C=C1)C1=CC=C(C=C1)C(=O)NC1=CC(=C(C=C1)N(C)C)F)OCCCCC#C)C